CC=1N(C(=CC1)C)CC=1N=NN(C1)[C@H](C(=O)N1[C@@H](C[C@H](C1)O)C(=O)NC)C(C)(C)C (2S,4R)-1-[(2S)-2-[4-[(2,5-dimethylpyrrol-1-yl)methyl]triazol-1-yl]-3,3-dimethyl-butanoyl]-4-hydroxy-N-methyl-pyrrolidine-2-carboxamide